(S)-2-amino-3-(2-chloro-[1,1'-biphenyl]-4-yl)propanoic acid N[C@H](C(=O)O)CC1=CC(=C(C=C1)C1=CC=CC=C1)Cl